C(C)(=O)N1CCN(CC1)C1=NC(=CC(=C1)C(=O)NC[C@@H](O)[C@H]1N(CC2=CC(=CC=C2C1)O)C(=O)OC(C)(C)C)NC1CCC1 tert-butyl (3S)-3-[(1R)-2-[[2-(4-acetylpiperazin-1-yl)-6-(cyclobutyl-amino)pyridine-4-carbonyl]amino]-1-hydroxy-ethyl]-7-hydroxy-3,4-dihydro-1H-isoquinoline-2-carboxylate